ClC=1C=C(C=NC1N1N=CC=N1)NC(=O)N1C2CCC1CC=1C(=NC=CC12)F (±)-N-(5-chloro-6-(2H-1,2,3-triazol-2-yl)pyridin-3-yl)-1-fluoro-6,7,8,9-tetrahydro-5H-5,8-epiminocyclohepta[c]pyridine-10-carboxamide